OCCCOC1=C(C=C(C=C1C)C=1OC(C(C1)=O)C)C 2-(4-(3-hydroxypropoxy)-3,5-dimethylphenyl)-5-methyl-4-oxo-4,5-dihydrofuran